methyl (2S,4R)-1-((R)-2-(2-naphthamido)-3-cyclohexylpropanoyl)-4-hydroxypyrrolidine-2-carboxylate C1=C(C=CC2=CC=CC=C12)C(=O)N[C@@H](C(=O)N1[C@@H](C[C@H](C1)O)C(=O)OC)CC1CCCCC1